FC=1C=CC=C(C1)C=1C(=CC=C(C1)C(C)(CC(C)(C)C)C)O 5'-fluoro-5-(2,4,4-trimethylpentan-2-yl)biphenyl-2-ol